(2-Butenyl)-ε-caprolactone C(C=CC)C1C(=O)OCCCC1